2-(5-{[(4-methanesulfonylphenyl)amino]methyl}-1H-pyrazol-3-yl)-N-(1-methylpiperidin-4-yl)-1-(2,2,2-trifluoroethyl)-1H-indol-4-amine CS(=O)(=O)C1=CC=C(C=C1)NCC1=CC(=NN1)C=1N(C=2C=CC=C(C2C1)NC1CCN(CC1)C)CC(F)(F)F